C(C)C=1N=C2N(C=CN=C2)C1 ethyl-imidazo[1,2-a]pyrazine